NC1=NC=NN2C1=C(C=C2C=2C(=CC(=C(C(=O)N[C@@H]1CN(C[C@@H]1F)C(=O)C=1N=C(SC1C)C)C2)C)F)C(F)(F)F 5-[4-amino-5-(trifluoromethyl)pyrrolo[2,1-f][1,2,4]triazin-7-yl]-N-[(3R,4S)-1-(2,5-dimethyl-1,3-thiazole-4-carbonyl)-4-fluoropyrrolidin-3-yl]-4-fluoro-2-methylbenzamide